FC(S(=O)(=O)[O-])(F)F.FC1=CC=C2C=CC(=[N+](C2=C1)C)C=CC1=C2C=CC=NC2=C(C=C1)O 7-Fluoro-2-[2-(8-hydroxyquinolin-5-yl)-vinyl]-1-methylquinolinium trifluoromethanesulfonate